C1(CC1)[C@@H]([C@H](CC(=O)O)C)NC(CN1C(C(C2=C(C(=CC=C12)C1CC1)F)(C)C)=O)=O (3S,4R)-4-cyclopropyl-4-(2-(5-cyclopropyl-4-fluoro-3,3-dimethyl-2-oxoindol-1-yl)acetamido)-3-methylbutanoic acid